4-formyl-7,7-dimethyl-6,7-dihydro-5H-cyclopenta[b]pyridine-2-carboxamide C(=O)C1=C2C(=NC(=C1)C(=O)N)C(CC2)(C)C